(S)-5-(Tert-butoxycarbonyl)-6-methyl-4,5,6,7-tetrahydropyrazolo[1,5-a]pyrazine-3-carboxylic acid C(C)(C)(C)OC(=O)N1CC=2N(C[C@@H]1C)N=CC2C(=O)O